2,4,6-triisopropyl-phenyl-dicyclohexylphosphine C(C)(C)C1=C(C(=CC(=C1)C(C)C)C(C)C)P(C1CCCCC1)C1CCCCC1